2-(4,4-dimethyl-1-piperidyl)-6-methyl-chromen-4-one CC1(CCN(CC1)C=1OC2=CC=C(C=C2C(C1)=O)C)C